CN1N=CC2=C1NC1=C(N(C2)C(C)=O)C=CC=C1 1-(1-Methyl-4,10-dihydrobenzo[b]-pyrazolo[3,4-e][1,4]-diazepin-5(1H)-yl)-ethan-1-one